(trans-2-fluoro-2,3-dihydro-1H-pyrrolo[2,1-a]isoindol-9b(5H)-yl)methanol tert-Butyl-3-sulfamoyl-1H-pyrazole-1-carboxylate C(C)(C)(C)C=1C(=NN(C1)C(=O)OC[C@]12N(CC3=CC=CC=C13)C[C@@H](C2)F)S(N)(=O)=O